bismuth vanadate [O-2].[O-2].[O-2].[O-2].[V].[Bi+3]